FC1=C(C=CC2=C1N=C(O2)[C@H]2N(CCC1=C2N=CN1)C(=O)C=1OC(=NN1)C=1C=NN(C1)C)F (S)-(4-(4,5-difluorobenzo[d]oxazol-2-yl)-6,7-dihydro-1H-imidazo[4,5-c]pyridin-5(4H)-yl)(5-(1-methyl-1H-pyrazol-4-yl)-1,3,4-oxadiazol-2-yl)methanone